(6-(3-(trifluoromethyl)phenoxy)spiro[3.3]heptan-2-yl)acrylamide FC(C=1C=C(OC2CC3(CC(C3)C(C(=O)N)=C)C2)C=CC1)(F)F